ClC=1C=C2C(=NC(=NC2=C(C1C1=CC(=CC2=CC=C(C(=C12)CC)F)OCOC)F)OC[C@]12CCCN2C[C@@H](C1)F)O 6-chloro-7-(8-ethyl-7-fluoro-3-(methoxymethoxy)naphthalen-1-yl)-8-fluoro-2-(((2R,7aS)-2-fluorotetrahydro-1H-pyrrolizin-7a(5H)-yl)methoxy)quinazolin-4-ol